OCCN1CCN(CC1)CCS(=O)(=O)O 4-{2-hydroxyethyl}-1-piperazineethanesulfonic acid